4-[2-[4-[5-cyclobutyl-1-[4-(trifluoromethoxy)phenyl]pyrazol-3-yl]piperazin-1-yl]ethyl]-1,4-thiazinane 1,1-dioxide C1(CCC1)C1=CC(=NN1C1=CC=C(C=C1)OC(F)(F)F)N1CCN(CC1)CCN1CCS(CC1)(=O)=O